C(#N)C1C(C1)C1=NN(C2=C1C=NC(=C2)CC(=O)N)C2=NC=CC(=N2)C(C)(F)F (3-(2-cyanocyclopropyl)-1-(4-(1,1-difluoroethyl)pyrimidin-2-yl)-1H-pyrazolo[4,3-c]pyridin-6-yl)acetamide